4-(benzyloxy)-7,8-dihydro-quinolin-5(6H)-one C(C1=CC=CC=C1)OC1=CC=NC=2CCCC(C12)=O